1,4,6-trimethylnaphthalene CC1=CC=C(C2=CC(=CC=C12)C)C